C(C)(C)(C)OC(=O)NC1C(NCCC1)COC1CCC(CC1)C1=C(OCC(=O)O)C=CC=C1 2-(2-((1s,4s)-4-((3-((tert-butoxycarbonyl)amino)piperidin-2-yl)methoxy)cyclohexyl)phenoxy)acetic acid